C(CC)(=O)[O-].C(CC)(=O)[O-].NCCNCCN.[K+].[K+] potassium diethylenetriamine dipropionate